2-(4-bromophenyl)-4,4-dimethyloxazoline BrC1=CC=C(C=C1)C=1OCC(N1)(C)C